2-(4-cyclopropyl-2-(2-(methoxymethyl)-7-methylquinoxalin-5-yl)benzo[d]thiazol-6-yloxy)ethanamine C1(CC1)C1=CC(=CC2=C1N=C(S2)C2=C1N=CC(=NC1=CC(=C2)C)COC)OCCN